3-(6-(4-((2-azaspiro[3.5]non-7-yl)methyl)piperazin-1-yl)-1-methyl-1H-indazol-3-yl)piperidine-2,6-dione bis(trifluoroacetate) FC(C(=O)O)(F)F.FC(C(=O)O)(F)F.C1NCC12CCC(CC2)CN2CCN(CC2)C2=CC=C1C(=NN(C1=C2)C)C2C(NC(CC2)=O)=O